C(N)(=O)C1=CC=C(C(=C1C1=C(C(=CC2=C1[C@@H]([C@](O2)(C2=CC=CC=C2)CN(C(OC(C)(C)C)=O)C)CO)F)Cl)F)OC tert-butyl (((2S,3R,4S)-4-(6-carbamoyl-2-fluoro-3-methoxyphenyl)-5-chloro-6-fluoro-3-(hydroxymethyl)-2-phenyl-2,3-dihydrobenzofuran-2-yl)methyl)(methyl)carbamate